ClC1=CC=C(C=C1)C=1C=C(C(N(N1)C=1C=NN(C1)C)=O)C(=O)NC(CO)C 6-(4-chlorophenyl)-N-(1-hydroxypropan-2-yl)-2-(1-methyl-1H-pyrazol-4-yl)-3-oxo-2,3-dihydropyridazine-4-carboxamide